N1(N=CC=C1)CC1OC2=C(C=CC3=C2C(=NO3)N)OC1 ((1H-pyrazol-1-yl)methyl)-2,3-dihydro-[1,4]dioxino[2',3':5,6]benzo[1,2-d]isoxazol-9-amine